BrC1=CC=C2CN(C(C2=C1F)=O)[C@@H](C(=O)OC(C)(C)C)C tert-butyl (R)-2-(6-bromo-7-fluoro-1-oxoisoindolin-2-yl)propanoate